C(C)(=O)N1CC2=NC(=C(N=C2CC1)N1CCC(CC1)OC1=C(C=C(C=C1)F)F)C=1C(=NC=CC1)C(=O)N(C)C (6-acetyl-2-(4-(2,4-difluorophenoxy)piperidin-1-yl)-5,6,7,8-tetrahydropyrido[3,4-b]pyrazin-3-yl)-N,N-dimethylpicolinamide